(ethyloxy)silane C(C)O[SiH3]